5-(3-benzyloxy-6-bromo-1-fluoro-2-naphthyl)-1,1-dioxo-1,2,5-thiadiazolidin-3-one C(C1=CC=CC=C1)OC=1C(=C(C2=CC=C(C=C2C1)Br)F)N1CC(NS1(=O)=O)=O